C(C1=CC=CC=C1)(=O)OC=1C(OC(C2=CC=CC=C2)=O)=CC(=CC1)C=C 4-vinyl-catechol dibenzoate